C(C)(C)N1CCN(CC1)C=1C=C2CCNCC2=CC1 6-(4-isopropylpiperazin-1-yl)-1,2,3,4-tetrahydroisoquinoline